5-(((S)-1-((S)-2-hydroxy-3-oxo-3-(4-(5-(trifluoromethyl)pyrazin-2-yl)piperazin-1-yl)propoxy)propan-2-yl)amino)-4-(trifluoromethyl)pyridazin-3(2H)-one O[C@@H](COC[C@H](C)NC1=C(C(NN=C1)=O)C(F)(F)F)C(N1CCN(CC1)C1=NC=C(N=C1)C(F)(F)F)=O